N-(2,2-dimethylbutyl)undecane-1,11-diamine CC(CNCCCCCCCCCCCN)(CC)C